2-((S)-1-Acryloyl-4-((R)-7-(3,4-dihydroquinolin-1(2H)-yl)-2-(((S)-1-ethylpyrrolidin-2-yl)methoxy)-5,6,7,8-tetrahydroquinazolin-4-yl)piperazin-2-yl)acetonitrile C(C=C)(=O)N1[C@H](CN(CC1)C1=NC(=NC=2C[C@@H](CCC12)N1CCCC2=CC=CC=C12)OC[C@H]1N(CCC1)CC)CC#N